Benzyl (R)-2-((2S,3S)-3-acetyl-1-(tert-butyldimethylsilyl)-4-oxoazetidin-2-yl)propanoate C(C)(=O)[C@@H]1[C@H](N(C1=O)[Si](C)(C)C(C)(C)C)[C@H](C(=O)OCC1=CC=CC=C1)C